2,3,4-trimethoxybenzenesulfonyl chloride COC1=C(C=CC(=C1OC)OC)S(=O)(=O)Cl